ClC1=CC=C2C(=CNC2=C1C(F)F)S(=O)(=O)NC1=NC=C(C=C1F)OCCF 6-Chloro-7-(difluoromethyl)-N-[3-fluoro-5-(2-fluoroethoxy)pyridin-2-yl]-1H-indol-3-sulfonamid